3-(2-{[(4,6-Dichloropyrimidin-5-yl)methyl]amino}propyl)-2-thioxo-1,2,3,7-tetrahydro-6H-purin-6-one ClC1=NC=NC(=C1CNC(CN1C(NC(C=2NC=NC12)=O)=S)C)Cl